2-((1-(2-(2-isopropyl-1-oxoisoindolin-5-yl)-6-methyl-4-oxo-4H-chromen-8-yl)ethyl)amino)benzoic acid C(C)(C)N1C(C2=CC=C(C=C2C1)C=1OC2=C(C=C(C=C2C(C1)=O)C)C(C)NC1=C(C(=O)O)C=CC=C1)=O